dihydroxy-2,2'-bipyridyl OC1=C(C(=NC=C1)C1=NC=CC=C1)O